N(=[N+]=[N-])C[C@H]([C@@H](O)[C@H]1[C@@H]([C@H](C[C@@](O1)(C(=O)O)OCCCCCC(=O)O)OCC#C)NC(CO)=O)O (2R,4S,5R,6R)-6-((1R,2R)-3-azido-1,2-dihydroxypropyl)-2-((5-carboxypentyl)oxy)-5-(2-hydroxyacetamido)-4-(prop-2-yn-1-yloxy)tetrahydro-2H-pyran-2-carboxylic acid